C(=O)(O)C1=CC=C(C=C1)C1=C(N)C(=CC(=C1)C1=CC=C(C=C1)C(=O)O)C1=CC=C(C=C1)C(=O)O 2,4,6-tris(4-carboxyphenyl)-aniline